2,4-dichloro-5-(((2-methoxyethyl)sulfonyl)methyl)pyrimidine ClC1=NC=C(C(=N1)Cl)CS(=O)(=O)CCOC